leucine zinc salt [Zn+2].N[C@@H](CC(C)C)C(=O)[O-].N[C@@H](CC(C)C)C(=O)[O-]